ClC1=CC=C(CN2C(=NC=3N(C(N(C(C23)=O)CCO)=O)C)C#CCOC2CCC2)C=C1 (4-chlorobenzyl)-8-(3-cyclobutoxyprop-1-yn-1-yl)-1-(2-hydroxyethyl)-3-methyl-3,7-dihydro-1H-purine-2,6-dione